[Br-].C(=O)(O)CC[P+](C1=CC=CC=C1)(C1=CC=CC=C1)C1=CC=CC=C1 2-carboxyethyl-(triphenyl)phosphonium bromide